NC1=C(C=C(C(=O)NC2CC2)C=C1)OC 4-amino-N-cycloprop-yl-3-meth-oxybenzamide